C12(CCC(C1)C2)N2CC(N(S(C1=C2C=C(C(=C1)O\C=C(\C(=O)O)/F)SC)(=O)=O)C)CCCC (Z)-3-((5-(bicyclo[2.1.1]hexan-1-yl)-3-butyl-2-methyl-7-(methylthio)-1,1-dioxido-2,3,4,5-tetrahydrobenzo[f][1,2,5]thiadiazepin-8-yl)oxy)-2-fluoroacrylic acid